(S)-3-(4-amino-6-(cyclopentyl(methyl)amino)pyrido[3,4-d]pyrimidin-8-yl)-2,4-dimethylphenol NC=1C2=C(N=CN1)C(=NC(=C2)N(C)C2CCCC2)C=2C(=C(C=CC2C)O)C